cyclobutyl (1R,3r)-3-(5-(((R)-1-(2-methoxypyridin-3-yl)ethyl)amino)pyrazolo[1,5-a]pyrimidine-3-carboxamido)4-methylbenzenesulfonate COC1=NC=CC=C1[C@@H](C)NC1=NC=2N(C=C1)N=CC2C(=O)NC=2C=C(C=CC2C)S(=O)(=O)OC2CCC2